S1(CCC=2NC=3C=CC=CC3C21)(=O)=O 3,4-dihydro-2H-thieno[3,2-b]indole 1,1-dioxide